4-((S)-4-acryloyl-2-methylpiperazin-1-yl)-7-(2-amino-6-fluorophenyl)-1-(3,5-dimethylpyridin-4-yl)-8-fluoropyrido[4,3-d]pyrimidin-2(1H)-one C(C=C)(=O)N1C[C@@H](N(CC1)C=1C2=C(N(C(N1)=O)C1=C(C=NC=C1C)C)C(=C(N=C2)C2=C(C=CC=C2F)N)F)C